4-hydroxy-3,5-di-tert-butyl-tridecyl phenylpropionate C1(=CC=CC=C1)C(C(=O)OCCC(C(C(CCCCCCCC)C(C)(C)C)O)C(C)(C)C)C